3,6-bis(4-carboxyphenyl)phthalic anhydride C(=O)(O)C1=CC=C(C=C1)C1=C2C(C(=O)OC2=O)=C(C=C1)C1=CC=C(C=C1)C(=O)O